C1(CC1)S(=O)(=O)NC1=CC(=NC=C1)[C@@H](COCC)NC(=O)C=1SC(=CN1)C1=NC(=CN=C1)OCC (S)-N-(1-(4-(cyclopropanesulphonylamino)pyridin-2-yl)-2-ethoxyethyl)-5-(6-ethoxypyrazin-2-yl)thiazole-2-carboxamide